ClC=1N=C2C(=C(C=NC2=CC1)NC(=O)NC=1C(=NC(=C(C1)C(F)(F)F)N1N=CC=N1)C)[C@@H](C)OC (R)-N-(6-chloro-4-(1-methoxyethyl)-1,5-naphthyridin-3-yl)-N'-(2-methyl-6-(2H-1,2,3-triazol-2-yl)-5-(trifluoromethyl)pyridin-3-yl)urea